FCCN1C=C(C2=CC=CC=C12)C(C(=O)Cl)C(=O)Cl 2-(1-(2-fluoroethyl)-1H-indol-3-yl)malonyl chloride